C1(=CC=CC=C1)[C@H]1CCC2=NC=3C(=NC(=CC3)C3=CC(=NC=C3)OC3COCCC3)N21 (8R)-8-phenyl-2-(2-((tetrahydro-2H-pyran-3-yl)oxy)pyridin-4-yl)-7,8-dihydro-6H-pyrrolo[2',1':2,3]imidazo[4,5-b]pyridine